2'-methoxy-adenosine 5'-monophosphate P(=O)(O)(O)OC[C@@H]1[C@H]([C@]([C@@H](O1)N1C=NC=2C(N)=NC=NC12)(O)OC)O